5-bromo-8-nitroisoquinoline BrC1=C2C=CN=CC2=C(C=C1)[N+](=O)[O-]